FC1=CC=C(C=C1)COC1=C(C=CC(=C1)B1OC(C(O1)(C)C)(C)C)NS(=O)(=O)CC N-{2-[(4-fluorophenyl)methoxy]-4-(4,4,5,5-tetramethyl-1,3,2-dioxaborolan-2-yl)phenyl}ethane-1-sulfonamide